ethyl 2-(((4-(1-methyl-1H-pyrazol-5-yl)-6-oxo-1,6-dihydropyridazin-3-yl) methyl) amino)-2-oxoacetate CN1N=CC=C1C=1C(=NNC(C1)=O)CNC(C(=O)OCC)=O